ethyl 4-(1-hydroxy-1-(6-(trifluoromethyl) pyridin-3-yl) ethyl)-3-methyl-1-(4-methylbenzenesulfonyl)-1H-pyrrole-2-carboxylate OC(C)(C=1C=NC(=CC1)C(F)(F)F)C=1C(=C(N(C1)S(=O)(=O)C1=CC=C(C=C1)C)C(=O)OCC)C